Methyl (S)-4-(1-(methoxymethyl)cyclobutane-1-carbonyl)-3-methyl-2,3,4,5-tetrahydrobenzo[f][1,4]oxazepine-8-carboxylate COCC1(CCC1)C(=O)N1[C@H](COC2=C(C1)C=CC(=C2)C(=O)OC)C